[Si](C)(C)(C(C)(C)C)OCCOC1=C(C=CC=C1)C=1C=CC(=C(C1)NS(=O)(=O)C1=CC(=NC=C1OC)C(=O)OC)F methyl 4-[[5-[2-[2-[tert-butyl(dimethyl)silyl]oxyethoxy]phenyl]-2-fluoro-phenyl]sulfamoyl]-5-methoxy-pyridine-2-carboxylate